N1N=CC=2C=NC=NC21 Pyrazolo[4,3-e]Pyrimidine